4-((2R,3S,4R,5R)-3-(3,4-difluoro-2-hydroxyphenyl)-4,5-dimethyl-5-(trifluoromethyl)tetrahydrofuran-2-carboxamido)picolinamide FC=1C(=C(C=CC1F)[C@H]1[C@@H](O[C@]([C@@H]1C)(C(F)(F)F)C)C(=O)NC1=CC(=NC=C1)C(=O)N)O